C1=CC=CC=2C3=CC=CC=C3C(C12)COC(=O)N[C@H](C(=O)O)CC1=CC=C(C=C1)O (S)-2-((((9H-Fluoren-9-yl)methoxy)carbonyl)amino)-3-(4-hydroxy-phenyl)propanoic acid